O=C1NC(CCC1N1C(C2=CC=C(C=C2C1=O)N1CCN(CC1)C[C@@H]1CNCC1)=O)=O 2-(2,6-dioxo-3-piperidinyl)-5-[4-[[(3S)-pyrrolidin-3-yl]methyl]piperazin-1-yl]isoindoline-1,3-dione